ClC1=C(C=C2C(=NNC(C2=C1)=O)C)O 7-chloro-6-hydroxy-4-methylphthalazin-1(2H)-one